[1-ethyl-5-methoxy-6-(1H-1,2,3,4-tetrazol-5-yl)-1H-imidazo[4,5-b]pyridin-2-yl](phenyl)(1,3-thiazol-2-yl)methanol C(C)N1C(=NC2=NC(=C(C=C21)C2=NN=NN2)OC)C(O)(C=2SC=CN2)C2=CC=CC=C2